C(CCCCCCC)C(=O)CCCCCCCCCCCCCCCCCCCCCCCCCCCCCC n-triacontyl octyl ketone